C1CC12CCN(CC2)C=2C=C(C=CC2N2N=NC(=C2)C2=CC=C(C(=N2)N2CCC(CC2)(F)F)C=2C=NC=CC2)C(CO)S(=O)(=O)N (3-{6-azaspiro[2.5]oct-6-yl}-4-{4-[2-(4,4-difluoropiperidin-1-yl)-[3,3'-bipyridin]-6-yl]-1H-1,2,3-triazol-1-yl}phenyl)-2-hydroxyeth-ane-1-sulfonamide